tert-butyl N-[2-[4-(hydroxymethyl)oxazol-5-yl]ethyl]carbamate OCC=1N=COC1CCNC(OC(C)(C)C)=O